[Cl-].[Cl-].C1(CCC1)=[Zr+2](C1C(=CC2=C(C(=CC=C12)C)C1=CC=CC=C1)C=1OC=CC1)C1C(=CC2=C(C(=CC=C12)C)C1=CC=CC=C1)C=1OC(=CC1)C Cyclobutylidene[2-(5-methyl-2-furyl)-4-phenyl-5-methyl-1-indenyl][2-(2-furyl)-4-phenyl-5-methyl-1-indenyl]zirconium dichloride